[Si](C)(C)(C(C)(C)C)OCC(C1CC1)NC(=S)NC(OC(C)(C)C)=O tert-Butyl N-({2-[tert-butyl(dimethyl)silyl]oxy-1-cyclopropylethyl}carbamothioyl)-carbamate